O1CCC2=C1C=CC(=C2)S(=O)(=O)N2CCN(CC2)C(C(CCCOC2=CC=C(C=C2)Cl)(C)C)=O 1-(4-((2,3-Dihydrobenzofuran-5-yl)sulfonyl)piperazin-1-yl)-5-(4-chlorophenoxy)-2,2-dimethylpentan-1-one